C(C)(=O)SCCC(C)=O S-(3-oxobutyl) thioacetate